C1CC12[C@H](NCC2)CC=O 2-((R)-5-azaspiro[2.4]hept-4-yl)ethan-1-one